C1(CC2C(CC1)O2)CC[Si](OC)(OC)OC [2-(3,4-Epoxycyclohexyl)ethyl]trimethoxy-silan